FC1=COC2=C1C=CC(=C2)CC(C)NC2COC2 N-(1-(3-fluorobenzofuran-6-yl)propan-2-yl)oxetan-3-amine